C1(C(CC(CC1)C(C)C)O)C P-MENTHAN-2-OL